ClC=1C=C(C(=C(C1)S(=O)(=O)NC)O)[N+](=O)[O-] 5-chloro-2-hydroxy-N-methyl-3-nitrobenzenesulfonamide